NC1=C(C(=NN1C1CC(C1)CN1CCN(CC1)C)C1=CC=C2C=CC(=NC2=C1)C1=CC=CC=C1)C(=O)N 5-amino-1-((1s,3s)-3-((4-methylpiperazin-1-yl)methyl)cyclobutyl)-3-(2-phenylquinolin-7-yl)-1H-pyrazole-4-carboxamide